5-[(1S,4S,5R)-5-{[5-cyclopropyl-3-(2,6-dichlorophenyl)-1,2-oxazol-4-yl]methoxy}-2-azabicyclo[2.2.1]heptan-2-yl]-1-methyl-1H-pyrazole-3-carboxylic acid C1(CC1)C1=C(C(=NO1)C1=C(C=CC=C1Cl)Cl)CO[C@H]1[C@@H]2CN([C@H](C1)C2)C2=CC(=NN2C)C(=O)O